CC1=CC=C(C(=O)C(C(=O)O)(O)C(O)C(=O)O)C=C1 D-(+)-p-methylbenzoyl-tartaric acid